(4-ethoxy-5-fluoropyrimidin-2-yl)-5-fluoro-1-(2-fluorobenzyl)-1H-pyrazolo[3,4-b]pyridine C(C)OC1=NC(=NC=C1F)C1=NN(C2=NC=C(C=C21)F)CC2=C(C=CC=C2)F